C(#CC)C(CNC([O-])=O)CC 2-propynyl-butyl-carbamat